2-(5-chloro-2-fluoro-phenyl)oxazole-5-carboxylic acid ClC=1C=CC(=C(C1)C=1OC(=CN1)C(=O)O)F